1-(Cyclopropylmethyl)-5-fluoro-7-methoxy-indole-2-carboxylic acid ethyl ester C(C)OC(=O)C=1N(C2=C(C=C(C=C2C1)F)OC)CC1CC1